ClC1=NC(=NC(=N1)N1CCOCC1)N1CCOCC1 2-chloro-4,6-dimorpholin-4-yl-1,3,5-triazine